4-(3-chloro-4-(3-fluorobenzyloxy)phenylamino)-6-(1-((S)-morpholin-2-ylmethoxyimino)-2-butyn-1-yl)quinazolin dihydrochloride Cl.Cl.ClC=1C=C(C=CC1OCC1=CC(=CC=C1)F)NC1=NC=NC2=CC=C(C=C12)C(C#CC)=NOC[C@@H]1CNCCO1